BrC=1C(=C(C=C(C1)Br)NC(=O)NC1=CC(=CC=C1)Br)CO 1-(3,5-dibromo-2-hydroxymethylphenyl)-3-(3-bromophenyl)urea